C(C)(=O)N1CC(C1)N1CCC(CC1)C1=NN(C2=NC=C(N=C21)C=2SC1=C(N2)C=C(C(=C1C1=CC=C(C=C1)Cl)[C@@H](C(=O)OCC)OC(C)(C)C)C)C ethyl (S)-2-(2-(3-(1-(1-acetylazetidin-3-yl)piperidin-4-yl)-1-methyl-1H-pyrazolo[3,4-b]pyrazin-5-yl)-7-(4-chlorophenyl)-5-methylbenzo[d]thiazol-6-yl)-2-(tert-butoxy)acetate